BrC1=C2C(=CN(C2=CC(=C1)C1(CC(C1)C)C=1N(C(=NN1)S)C)S(=O)(=O)C1=CC=C(C)C=C1)F 5-(1-(4-bromo-3-fluoro-1-tosyl-1H-indol-6-yl)-3-methylcyclobutyl)-4-methyl-4H-1,2,4-triazole-3-thiol